N'-((1R,2R,4S)-7-cyano-7-azabicyclo[2.2.1]heptan-2-yl)-N-(2-hydroxyethyl)-N-(tricyclo[3.3.1.1~3,7~]decan-1-ylmethyl)ethanediamide C(#N)N1[C@H]2[C@@H](C[C@@H]1CC2)NC(C(=O)N(CC21CC3CC(CC(C2)C3)C1)CCO)=O